FC1=C(C=CC(=C1)F)C1=NC(=NC2=NC(=C(N=C12)C)C)N1C[C@H](OCC1)[C@H]1COCC1 (R)-4-(4-(2,4-difluorophenyl)-6,7-dimethylpteridin-2-yl)-2-((R)-tetrahydrofuran-3-yl)morpholine